N-ethyl-7-(methoxy(phenyl)methyl)-5-methyl-4-oxo-4,5-dihydro-2H-pyrrolo[3,4-c]pyridine-2-carboxamide C(C)NC(=O)N1C=C2C(N(C=C(C2=C1)C(C1=CC=CC=C1)OC)C)=O